CC=1N=CC=C2C1OC1(CCNCC1)C2 7-Methyl-3H-spiro[furo[2,3-c]pyridine-2,4'-piperidine]